NCC1=CC=C(C=C1)C1=C(C(=CC=C1)S(=O)(=O)N1CCC2(C[C@@H](CO2)NCC(C(=O)C2=C(C=CC=C2)S(=O)(=O)NC)O)CC1)OC 3-((S)-8-(4'-(aminomethyl)-2-methoxybiphenyl-3-ylsulfonyl)-1-oxa-8-azaspiro[4.5]dec-3-ylamino)-2-hydroxypropionyl-N-methylbenzenesulfonamide